(R)-(4-(3-(tert-butoxy)-2-((tert-butoxycarbonyl)amino)-3-oxopropyl)phenyl)glycine C(C)(C)(C)OC([C@@H](CC1=CC=C(C=C1)NCC(=O)O)NC(=O)OC(C)(C)C)=O